C1(CCCC1)CC(C(=O)O)NC(=O)C1=NN(C(=N1)C1=CC=CC=C1)C1=CC=CC=C1 3-cyclopentyl-2-(1,5-diphenyl-1H-1,2,4-triazole-3-carboxamido)propanoic acid